3-(5-{2-[2-(2-aminoethoxy)ethoxy]ethyl}-3-methyl-2-oxo-1,3-benzodiazol-1-yl)piperidine-2,6-dione NCCOCCOCCC1=CC2=C(N(C(N2C)=O)C2C(NC(CC2)=O)=O)C=C1